C(C)C1=NN2C(N(C3=C(C2=O)CNC3=O)CC(=O)NC3=NC=C(C=C3)F)=C1 2-(2-ethyl-5,8-dioxo-5,6,7,8-tetrahydro-4H-pyrazolo[1,5-a]pyrrolo[3,4-d]pyrimidin-4-yl)-N-(5-fluoropyridin-2-yl)acetamide